4-Chloro-6-(4-methylpiperazin-1-yl)pyrimidine ClC1=NC=NC(=C1)N1CCN(CC1)C